(R)-N-(5-chloro-2-(cyclopropylmethoxy)benzyl)-1-(pyrrolidin-3-yl)methanamine hydrochloride Cl.ClC=1C=CC(=C(CNC[C@H]2CNCC2)C1)OCC1CC1